C(C)(C)N1CCN(CC1)C1=CC=CC=2NC=NC21 4-(4-iso-propylpiperazin-1-yl)-1H-benzo[d]imidazole